ClC(C(=O)O)=COC alpha-chloro-beta-methoxyacrylic acid